1,3-Bis(2-ethylhexyl)-hexahydro-5-methyl-5-pyridinamin C(C)C(CN1CC(CC(C1)(N)C)CC(CCCC)CC)CCCC